(S)-8-(2-amino-6-((R)-2,2,2-trifluoro-1-(4'-((2-morpholinoethyl)carbamoyl)-[1,1'-biphenyl]-4-yl)ethoxy)pyrimidin-4-yl)-2,8-diazaspiro[4.5]decane-3-carboxylic acid NC1=NC(=CC(=N1)N1CCC2(C[C@H](NC2)C(=O)O)CC1)O[C@@H](C(F)(F)F)C1=CC=C(C=C1)C1=CC=C(C=C1)C(NCCN1CCOCC1)=O